C(C)(C)(C)OC(C(C1=CC(=C(C=C1)F)Br)Br)=O.N1(C=NC=C1)CCCOC1=NC=NC2=CC=CC=C12 4-(3-(1H-imidazol-1-yl)propoxy)quinazoline tert-butyl-2-bromo-2-(3-bromo-4-fluorophenyl)acetate